3,3,5-trimethyl-N-(prop-2-yl)-5-[(prop-2-ylamino)methyl]Cyclohexylamine CC1(CC(CC(C1)(CNC(C)C)C)NC(C)C)C